C(C)(=O)N1C[C@@H](N(C[C@H]1C1=CC(=CC(=C1)C1=NC=C(C=N1)F)Cl)C(\C=C/Cl)=O)CO (Z)-1-((2R,5R)-4-acetyl-5-(3-chloro-5-(5-fluoropyrimidin-2-yl)phenyl)-2-(hydroxymethyl)piperazin-1-yl)-3-chloroprop-2-en-1-one